3-FORMYL-2-HYDROXYBENZAMIDE C(=O)C=1C(=C(C(=O)N)C=CC1)O